N-[1-(trifluoromethyl)cyclobutyl]pyridine-2-carboxamide FC(C1(CCC1)NC(=O)C1=NC=CC=C1)(F)F